1-Cyclohexyl-5-(4-ethylphenyl)-3,4-dimethyl-3-(2,2,3,3,4,4,5,5,5-nonafluoropentyl)-1,3-dihydro-2H-pyrrol-2-one C1(CCCCC1)N1C(C(C(=C1C1=CC=C(C=C1)CC)C)(CC(C(C(C(F)(F)F)(F)F)(F)F)(F)F)C)=O